cis-dec-1-ene C=CCCCCCCCC